ClC1=NC=CC(=C1)N1N=C(C=C1)OC1=C(C=C(C(=C1)C)[N+](=O)[O-])C 2-chloro-4-(3-(2,5-dimethyl-4-nitrophenoxy)-1H-pyrazol-1-yl)pyridine